2-N-propylpyridine CCCC1=CC=CC=N1